1-methyl-3-((4-(trifluoromethyl)phenyl)amino)-1H-pyrazole-4-carbonitrile CN1N=C(C(=C1)C#N)NC1=CC=C(C=C1)C(F)(F)F